C(C1=CC=CC=C1)OC(=O)NC1=C(C(=O)OC)C=CC(=C1)C1CC2(CC(C2)(F)F)CCN1 methyl 2-(((benzyloxy)carbonyl)amino)-4-(2,2-difluoro-7-azaspiro[3.5]nonan-6-yl)benzoate